BrC1=CC=CC(=N1)O[C@H](CNC(OC(C)(C)C)=O)C tert-butyl N-[(2S)-2-[(6-bromopyridin-2-yl)oxy]propyl]carbamate